[K+].C(CCCCCCC\C=C/CCCCCCCC)(=O)[O-].[K+].C(CCCCCCC\C=C/CCCCCCCC)(=O)[O-] potassium oleate, potassium salt